oxecan O1CCCCCCCCC1